N'-octadecyltrimethylenediamine C(CCCCCCCCCCCCCCCCC)NCCCN